5-(4-cyclopentylphenyl)-2-(3-methylpyrazin-2-yl)-3-[3-(fluoromethyl)-2-methyl-azetidine-1-carbonyl]-4H-pyrazolo[1,5-a]pyrimidin-7-one C1(CCCC1)C1=CC=C(C=C1)C=1NC=2N(C(C1)=O)N=C(C2C(=O)N2C(C(C2)CF)C)C2=NC=CN=C2C